ethyl 2-((4-(6-((4-chloro-2-fluorobenzyl) oxy)-5-fluoropyridin-2-yl) cyclohex-3-en-1-yl) methyl)-3-(((S)-oxetan-2-yl) methyl)-3H-imidazo[4,5-b]pyridine-5-carboxylate ClC1=CC(=C(COC2=C(C=CC(=N2)C2=CCC(CC2)CC2=NC=3C(=NC(=CC3)C(=O)OCC)N2C[C@H]2OCC2)F)C=C1)F